1,1,1,3,3,3-hexafluoro-propan-2-yl (±)-1-((6-cyanopyridin-3-yl)carbamoyl)-6-aza-spiro[2.5]octane-6-carboxylate C(#N)C1=CC=C(C=N1)NC(=O)[C@@H]1CC12CCN(CC2)C(=O)OC(C(F)(F)F)C(F)(F)F |r|